(1R,2S)-2-[3-[(5-cyclopropylpyrimidin-4-yl)amino]-1H-indazol-6-yl]-5'-methoxy-spiro[cyclopropane-1,3'-indoline]-2'-one C1(CC1)C=1C(=NC=NC1)NC1=NNC2=CC(=CC=C12)[C@@H]1C[C@@]12C(NC1=CC=C(C=C21)OC)=O